tert-butyl (S)-(2-(2'-chloro-5'-methoxy-6-methyl-[4,4'-bipyridine]-3-carboxamido)-4,5,6,7-tetrahydrobenzo[d]thiazol-6-yl)carbamate ClC1=NC=C(C(=C1)C1=C(C=NC(=C1)C)C(=O)NC=1SC2=C(N1)CC[C@@H](C2)NC(OC(C)(C)C)=O)OC